ClC1=CC=C(C=C1)N1C(=CC2=CC=C(C=C12)CC(CO)CO)C 2-((1-(4-chlorophenyl)-2-methyl-1H-indol-6-yl)methyl)propane-1,3-diol